(rac)-Methyl cis-1-benzyl-2-methylpiperidine-4-carboxylate C(C1=CC=CC=C1)N1[C@H](C[C@H](CC1)C(=O)OC)C |r|